C(CCCCCCCCCCCCCCCCC)NC(\C=C/C(=O)O)=O N-octadecyl-maleic amide